cesium anthracenetrisulfonate C1(=C(C(=CC2=CC3=CC=CC=C3C=C12)S(=O)(=O)[O-])S(=O)(=O)[O-])S(=O)(=O)[O-].[Cs+].[Cs+].[Cs+]